CN1N=C2C=CC(=C(C2=C1)N1C[C@@H](CC1)NC(OC(C)(C)C)=O)[N+](=O)[O-] (R)-tert-butyl (1-(2-methyl-5-nitro-2H-indazol-4-yl)pyrrolidin-3-yl)carbamate